1-(2,2-Dimethoxyethyl)-2,3,4,9-tetrahydro-beta-carboline-3-carboxylic acid COC(CC1NC(CC=2C3=CC=CC=C3NC12)C(=O)O)OC